(2-FLUORO-5-([(3-METHOXYPROPYL)(METHYL)AMINO]METHYL)PHENYL)BORANEDIOL FC1=C(C=C(C=C1)CN(C)CCCOC)B(O)O